C(#N)C=1C=NN2C1C(=CC(=C2)C=2C=NN(C2C)C2CCN(CC2)C(=O)OC(C)(C)C)OC tert-butyl 4-(4-[3-cyano-4-methoxypyrazolo[1,5-a]pyridin-6-yl]-5-methylpyrazol-1-yl)piperidine-1-carboxylate